(1r,3s,5s)-8-(5-(5-fluoro-2-methylpyridin-4-yl)-1H-pyrazole-3-carbonyl)-N-((3r,6r)-1-methyl-6-(trifluoromethyl)piperidin-3-yl)-8-azabicyclo[3.2.1]octane-3-carboxamide FC=1C(=CC(=NC1)C)C1=CC(=NN1)C(=O)N1[C@H]2CC(C[C@@H]1CC2)C(=O)N[C@H]2CN([C@H](CC2)C(F)(F)F)C